FC1=C(OC=2C=NC=3CCN(CC3C2)C2=C(C(=C(N=N2)C#N)C)C)C=CC=C1F 6-(3-(2,3-difluorophenoxy)-7,8-dihydro-1,6-naphthyridin-6(5H)-yl)-4,5-dimethylpyridazine-3-carbonitrile